FC=1C=C2C(=CC=NC2=CC1)C1CCC(CC1)C(C)C1=NC2=C(N1)C=C(C=C2)C(=O)NC 2-(1-((1S,4S)-4-(6-fluoroquinolin-4-yl)cyclohexyl)ethyl)-N-methyl-1H-benzo[d]imidazole-6-carboxamide